4-[4-(trifluoromethoxy)phenyl]-6,7-dihydro-5H-cyclopenta[d]pyrimidine-2-carbonitrile FC(OC1=CC=C(C=C1)C=1C2=C(N=C(N1)C#N)CCC2)(F)F